tert-Butyl 4-[5-[7-fluoro-3-oxo-2-[(1RS)-1-(6,7-dihydro-5H-pyrrolo[1,2-c]imidazol-1-yl)-2-oxo-2-(thiazol-2-ylamino)ethyl]isoindolin-5-yl]-2-pyridyl]piperazine-1-carboxylate FC=1C=C(C=C2C(N(CC12)[C@@H](C(NC=1SC=CN1)=O)C1=C2N(C=N1)CCC2)=O)C=2C=CC(=NC2)N2CCN(CC2)C(=O)OC(C)(C)C |r|